C1(=C(C=CC=C1)NCC(CC=1NC(NC1)=S)O)C1=CC=CC=C1 4-{3-[(1,1'-biphenyl)-2-ylamino]-2-hydroxypropyl}-1,3-dihydroimidazole-2-thione